C1CCCC12CC(=CCC2)C(CCC=C)=O 1-spiro[4.5]dec-7-en-7-yl-4-penten-1-one